CN1C(C2(C3=C1C=NC=1C=CC(=CC31)C=3C=C1C=CC(N(C1=CC3)C)=O)CC2)=O 3'-Methyl-8'-(1-methyl-2-oxo-1,2-dihydroquinolin-6-yl)spiro[cyclopropane-1,1'-pyrrolo[2,3-c]quinolin]-2'(3'H)-one